C(CCC)N1N=C(C(=C1CC)O)CC(C)C 1-n-butyl-3-isobutyl-5-ethyl-4-hydroxypyrazole